1H-benzimidazol-2-amine N1C(=NC2=C1C=CC=C2)N